3-(3,4-dimethoxyphenyl)-3-(4-(3-(5,6,7,8-tetrahydro-1,8-naphthyridin-2-yl)propyl)thiazol-2-yl)propanoic acid COC=1C=C(C=CC1OC)C(CC(=O)O)C=1SC=C(N1)CCCC1=NC=2NCCCC2C=C1